2-((2-((4-(((3-(1-acryloylpiperidin-3-yl)phenyl)amino)methyl)phenyl)amino)-5-(trifluoromethyl)pyrimidin-4-yl)amino)-N-ethylbenzamide C(C=C)(=O)N1CC(CCC1)C=1C=C(C=CC1)NCC1=CC=C(C=C1)NC1=NC=C(C(=N1)NC1=C(C(=O)NCC)C=CC=C1)C(F)(F)F